2-(4-(2-((tert-butyldimethylsilyl)oxy)ethoxy)-3,5-dimethylphenyl)-7-(5-(((tert-butyldimethylsilyl)oxy)Methyl)-2-(2,4-difluorophenoxy)phenyl)-5-methylfuro[3,2-c]pyridin-4(5H)-one [Si](C)(C)(C(C)(C)C)OCCOC1=C(C=C(C=C1C)C1=CC=2C(N(C=C(C2O1)C1=C(C=CC(=C1)CO[Si](C)(C)C(C)(C)C)OC1=C(C=C(C=C1)F)F)C)=O)C